N1=C(C=NC=C1)C1(CC1)NC(=O)[C@H]1CN(CC[C@@H]1NC(=O)C1=NOC(=C1)C1=C(C=C(C=C1)F)F)C1CCCC1 (3S,4S)-1-cyclopentyl-4-{[5-(2,4-difluoro-phenyl)-isoxazole-3-carbonyl]-amino}-piperidine-3-carboxylic acid (1-pyrazin-2-yl-cyclopropyl)-amide